C(C)(C)(C)OC(=O)N1CC2(CC(C1)C2)CN2C(C1=CC=CC=C1C2=O)=O 1-[(1,3-Dioxoisoindolin-2-yl)methyl]-3-azabicyclo[3.1.1]heptane-3-carboxylic acid tert-butyl ester